[(2S)-4-[6-(4-chloro-2-methoxy-6-methyl-phenyl)pyridazin-3-yl]morpholin-2-yl]methanol ClC1=CC(=C(C(=C1)C)C1=CC=C(N=N1)N1C[C@H](OCC1)CO)OC